N1=C(C=CC=C1)NS(=O)(=O)C1=CC=CC=C1 N-PYRIDIN-2-YL-BENZENESULFONAMIDE